tert-butyl ((1r,4r)-4-(5-(trimethylsilyl)isoxazol-3-yl)cyclohexyl)carbamate C[Si](C1=CC(=NO1)C1CCC(CC1)NC(OC(C)(C)C)=O)(C)C